C(C)OC(=O)C=1N=C2N(C(=NC(=C2Br)C2=CC(=CC=C2)C#N)NCC2=C(C=C(C=C2)OC)OC)C1 8-bromo-7-(3-cyanophenyl)-5-(2,4-dimethoxybenzylamino)imidazo[1,2-c]pyrimidine-2-carboxylic acid ethyl ester